ClC=1N=NC(=C(C1C(C)(F)F)C(C)(F)F)Cl 3,6-Dichloro-4,5-bis(1,1-difluoroethyl)pyridazine